1-cyclobutyl-4-fluoro-3-methylpyrazolo[3,4-d]pyrimidin-6-yl-2-(2,6-dioxopiperidin-3-yl)-1-oxo-3H-isoindole-5-carboxamide C1(CCC1)N1N=C(C=2C1=NC(=NC2F)C2N(C(C1=CC=C(C=C21)C(=O)N)=O)C2C(NC(CC2)=O)=O)C